6-isothiocyanato-3-(2-nitro-1-phenylethyl)-2-phenyl-1H-indole N(=C=S)C1=CC=C2C(=C(NC2=C1)C1=CC=CC=C1)C(C[N+](=O)[O-])C1=CC=CC=C1